ClC=1C(=C2C(N(CN(C2=CC1)C1=C(C=C(C=C1)F)C)C=1C=CC(=NC1)C(=O)N)=O)F 5-(6-chloro-5-fluoro-1-(4-fluoro-2-methylphenyl)-4-oxo-1,4-dihydroquinazolin-3(2H)-yl)pyridine-2-carboxamide